[K].C1CCC2=C(C=3CCCC3C=C12)NC(=O)NS(=O)(=O)C1CCN(CC1)C(COC)=O N-((1,2,3,5,6,7-Hexahydro-s-indacen-4-yl)carbamoyl)-1-(2-methoxyacetyl)piperidine-4-sulfonamide, Potassium Salt